C(C)(C)(C)OC(=O)N1CC(N(CC1)CCC1CCN(CC1)C)C(=O)[O-].[Li+] lithium 4-[(tert-butoxy)carbonyl]-1-[2-(1-methylpiperidin-4-yl)ethyl]piperazine-2-carboxylate